7-[4-(methylamino)-5-[5-(piperazin-1-yl)-1,3,4-thiadiazol-2-yl]pyridin-2-yl]pyrrolo[1,2-b]pyridazine-3-carbonitrile CNC1=CC(=NC=C1C=1SC(=NN1)N1CCNCC1)C1=CC=C2N1N=CC(=C2)C#N